2-(2-chloro-5-(3,5-dimethyl-2,6-dioxo-4-thioxo-1,3,5-triazin-1-yl)-4-fluorophenoxy)-N-(thiophen-2-ylmethyl)propionamide ClC1=C(OC(C(=O)NCC=2SC=CC2)C)C=C(C(=C1)F)N1C(N(C(N(C1=O)C)=S)C)=O